(1-(4-Fluorobenzyl)-1H-1,2,3-triazol-4-yl)cinnamic acid methyl ester COC(C(=CC1=CC=CC=C1)C=1N=NN(C1)CC1=CC=C(C=C1)F)=O